[(3-chloro-2-methoxyphenyl)amino]-2-(3-{[(2S)-2-methylazetidin-2-yl]methoxy}pyridin-4-yl)-1H,5H,6H,7H-pyrrolo[3,2-c]pyridin-4-one ClC=1C(=C(C=CC1)NN1C(=CC=2C(NCCC21)=O)C2=C(C=NC=C2)OC[C@]2(NCC2)C)OC